FC(C1=CC=C(C=C1)C1CN(CC1)CCC=O)(F)F 3-(3-(4-(trifluoromethyl)phenyl)pyrrolidin-1-yl)propan-1-one